CN(C1CN(C1)CC(=O)NC1=CC=C(C=C1)C=1C=CC2=C(N(C=N2)C2=CC=C3CCN(C3=C2)S(=O)(=O)C)C1)C 2-(3-(dimethylamino)azetidin-1-yl)-N-(4-(1-(1-(methylsulfonyl)indolin-6-yl)-1H-benzo[d]imidazol-6-yl)phenyl)acetamide